2-iminothiole N=C1SC=CC1